BrC=1C=CC(=C(C(=O)OC)C1)OC methyl 5-bromo-2-methoxybenzoate